FC=1C=C2C(=NC1NC1=C(C=CC(=C1)C(F)(F)F)F)NN=C2N 5-fluoro-N6-(2-fluoro-5-(trifluoromethyl)phenyl)-1H-pyrazolo[3,4-b]pyridine-3,6-diamine